4-amino-N-cyclobutyl-N-((1R)-1-(6-(trifluoromethyl)-3-pyridazinyl)ethyl)-1,3-dihydrofuro[3,4-c]quinoline-8-carboxamide NC1=NC=2C=CC(=CC2C2=C1COC2)C(=O)N([C@H](C)C=2N=NC(=CC2)C(F)(F)F)C2CCC2